(E)-2-cyano-3-(3-(trifluoromethyl)phenyl)acrylic acid C(#N)/C(/C(=O)O)=C\C1=CC(=CC=C1)C(F)(F)F